Cl.NCCN(C(=O)C1=CC=C(C=C1)C1=C(N(C=C1)S(N)(=O)=O)C(=O)O)C 3-[4-[2-Aminoethyl(methyl)carbamoyl]phenyl]-1-sulfamoyl-pyrrole-2-carboxylic acid hydrochloride